5-methoxy-2,N,N-trimethyltryptamine COC1=CC=C2NC(=C(CCN(C)C)C2=C1)C